C1(CC1)COC=1C=C(C(=NC1)NC=1C2=C(N=CN1)C=CC(=N2)N2[C@@H]1CN([C@H](C2)C1)C(C=C)=O)F 1-((1S,4S)-5-(4-((5-(Cyclopropylmethoxy)-3-fluoropyridin-2-yl)amino)pyrido[3,2-d]pyrimidin-6-yl)-2,5-diazabicyclo[2.2.1]heptan-2-yl)prop-2-en-1-one